(1R,3S)-3-(3-{[(3-chloro-5-methylpyridin-2-yl)-acetyl]amino}-1H-pyrazol-5-yl)cyclopentyl (1-meth-ylcyclopropyl)carbamate CC1(CC1)NC(O[C@H]1C[C@H](CC1)C1=CC(=NN1)NC(CC1=NC=C(C=C1Cl)C)=O)=O